((((9H-fluoren-9-yl)methoxy)carbonyl)amino)cyclohexane-1-carboxylic acid C1=CC=CC=2C3=CC=CC=C3C(C12)COC(=O)NC1(CCCCC1)C(=O)O